N-(3,4-difluorophenyl)-5-(3,3-dimethyl-2-oxo-1-(pyrimidin-4-yl)indolin-4-yl)-2-(trifluoromethyl)nicotinamide FC=1C=C(C=CC1F)NC(C1=C(N=CC(=C1)C1=C2C(C(N(C2=CC=C1)C1=NC=NC=C1)=O)(C)C)C(F)(F)F)=O